FC1(C2=CC=CC=C2C=2C=C(C=CC12)C(=O)NCC(=O)N1[C@H]2C[C@]2(C[C@H]1C(=O)OCC)COCCCN(C)C)F ethyl (1S,3S,5R)-2-((9,9-difluoro-9H-fluorene-3-carbonyl)glycyl)-5-((3-(dimethylamino)propoxy)methyl)-2-azabicyclo[3.1.0]hexane-3-carboxylate